[Cl-].[Cl-].BrC=1C=C(C=CC1)C(=[Zr+2](C1=C(C=CC=2C3=CC=C(C=C3CC12)C(C)(C)C)C(C)(C)C)C1C=CC=C1)C1=CC(=CC=C1)Br di-(m-bromophenyl)methylene(cyclopentadienyl)(2,7-di-tert-butylfluorenyl)zirconium dichloride